N=C1N(CCN1)C(C(=O)O)CC 2-(2-iminoimidazolidin-1-yl)butanoic acid